8-(1-azidoethyl)-2-ethylsulfanyl-6-methyl-chromen-4-one N(=[N+]=[N-])C(C)C=1C=C(C=C2C(C=C(OC12)SCC)=O)C